(S)-5-chloro-3-(4-(2-(4,4-difluorocyclohexyl)-2-(3-methylisoxazole-4-carboxamido)acetamido)-2-fluorophenyl)-2-methylpyridine 1-oxide ClC=1C=C(C(=[N+](C1)[O-])C)C1=C(C=C(C=C1)NC([C@@H](NC(=O)C=1C(=NOC1)C)C1CCC(CC1)(F)F)=O)F